C(C#C)OCCOCCN1N=CC(=C1)C(=O)O 1-(2-(2-(prop-2-yn-1-yloxy)ethoxy)ethyl)-1H-pyrazole-4-carboxylic acid